CC(C)(C)S(=O)N 2-methylpropan-2-sulfinamid